[N+](=O)(O)[O-].[N+](=O)([O-])C1=C(C=CC=C1)N1C(=CC=C1)C=CC=NN\C(=N\[H])\N (E)-N-[1-(2-nitrophenyl)-1H-pyrrol-2-yl-allylideneamino]-guanidine nitrate